C1(CC1)C=1N=NN(C1)[C@@H](C(=O)N1[C@H](C[C@@H](C1)O)C(=O)NC1C(C(C1)N(C)C)(C)C)C(C)(C)C (2R,4s)-1-[(2R)-2-(4-cyclopropyl-triazol-1-yl)-3,3-dimethyl-butyryl]-N-[3-(dimethylamino)-2,2-dimethyl-cyclobutyl]-4-hydroxy-pyrrolidine-2-carboxamide